C1(CC1)C#CC=1C=C2CCN3C(C2=CC1)=CC(=NC3=O)OC[C@H]3OCCOC3 9-Cyclopropylethynyl-2-((S)-1-[1,4]dioxan-2-ylmethoxy)-6,7-dihydro-pyrimido[6,1-a]isoquinolin-4-one